COC(C(CCCCO[Si](C)(C)C(C)(C)C)(C)C)=O.FC=1C(=C(C=C2C=CN=C(C12)OC[C@H]1NC(CC1)=O)C(=O)N)OC(C)C 8-fluoro-1-{[(2S)-5-oxopyrrolidin-2-yl]methoxy}-7-(prop-2-yloxy)isoquinoline-6-carboxamide methyl-6-((tert-butyl-dimethylsilyl)oxy)-2,2-dimethylhexanoate